N-(3-(diethylamino)propyl)-2-(4-(2,2,2-trifluoro-1-(methylamino)ethyl)phenyl)benzo[d]imidazo[2,1-b]thiazole-7-carboxamide C(C)N(CCCNC(=O)C1=CC2=C(N3C(S2)=NC(=C3)C3=CC=C(C=C3)C(C(F)(F)F)NC)C=C1)CC